(5S,6S)-6-((S)-5H-imidazo[5,1-a]isoindol-5-yl)-5,6,7,8-tetrahydroquinolin-5-ol C=1N=CN2C1C1=CC=CC=C1[C@@H]2[C@H]2[C@@H](C=1C=CC=NC1CC2)O